ClC=1C=C(C=CC1C(=O)N1CCN(CC1)C(=O)C1CNCC1O)NC(=O)C=1N(C(=CN1)C1=C(C(=C(C=C1)OCF)F)F)C N-[3-chloro-4-[4-(4-hydroxypyrrolidine-3-carbonyl)piperazine-1-carbonyl]phenyl]-5-[2,3-difluoro-4-(fluoromethoxy)phenyl]-1-methyl-imidazole-2-carboxamide